COC=1C=C2C(=NC(=NC2=CC1OC)C)NC(C)C1=CC=C(S1)C1=C(C=CC=C1)CCNC(OC(C)(C)C)=O tert-butyl {2-[2-(5-{1-[(6,7-dimethoxy-2-methylquinazolin-4-yl)amino]ethyl}thiophen-2-yl)phenyl]ethyl}carbamate